6-bromo-2,2-dimethyl-3,4-dihydro-2H-benzo[2,1-e][1,3]oxazin-4-one BrC1=CC=2C(NC(OC2C=C1)(C)C)=O